3,5-di-tert-butyl-4-hydroxy-phenyl-propionyl chloride C(C)(C)(C)C=1C=C(C=C(C1O)C(C)(C)C)CCC(=O)Cl